(2,4,6-trimethylbenzoyl)di(p-tolyl)phosphine oxide CC1=C(C(=O)P(C2=CC=C(C=C2)C)(C2=CC=C(C=C2)C)=O)C(=CC(=C1)C)C